2,5-bis(2-trifluoromethyl-4-aminophenoxy)toluene FC(C1=C(OC2=C(C)C=C(C=C2)OC2=C(C=C(C=C2)N)C(F)(F)F)C=CC(=C1)N)(F)F